CN1C(CC=C(C=C1)C1=CC=CC=C1)=O 1-methyl-5-phenyl-1,3-dihydro-azepin-2-one